ClC1=C(C=CC=C1)CN1N=C(C=C1C1=CC(=CC=C1)OC)CO[C@](C(=O)O)(CC)C (2S)-2-([1-[(2-chlorophenyl)methyl]-5-(3-methoxyphenyl)-1H-pyrazol-3-yl]methoxy)-2-methylbutyric acid